N-(5-amino-2-fluoropyridin-3-yl)-6-(1-methyl-1H-pyrazol-4-yl)pyrazolo[1,5-a]pyrazine-3-carboxamide NC=1C=C(C(=NC1)F)NC(=O)C=1C=NN2C1C=NC(=C2)C=2C=NN(C2)C